tert-butyl ((1-((4-methoxy-3-((2-methoxy-4-(methylcarbamoyl) phenyl) sulfonamido)benzo[d]isoxazol-6-yl)methyl)-1H-pyrazol-4-yl)methyl)carbamate COC1=CC(=CC2=C1C(=NO2)NS(=O)(=O)C2=C(C=C(C=C2)C(NC)=O)OC)CN2N=CC(=C2)CNC(OC(C)(C)C)=O